4-[(1S)-1-[[1-(2-Methoxyethyl)-4-(2-phenoxyethylamino)piperidine-4-carbonyl]amino]ethyl]benzoic acid COCCN1CCC(CC1)(C(=O)N[C@@H](C)C1=CC=C(C(=O)O)C=C1)NCCOC1=CC=CC=C1